1-(3-methoxy-2-(methoxymethyl)-2-methylpropyl)-4-methylcyclohexane COCC(CC1CCC(CC1)C)(C)COC